2-amino-N-((5-carbamoyl-2-pyridinyl)methyl)-N-((1R)-1-(2-fluorophenyl)ethyl)-3-methyl-6-quinolinecarboxamide NC1=NC2=CC=C(C=C2C=C1C)C(=O)N([C@H](C)C1=C(C=CC=C1)F)CC1=NC=C(C=C1)C(N)=O